3-((3-(1-(pyridin-3-ylmethyl)-1H-pyrazol-3-yl)-[1,1'-biphenyl]-4-yl)amino)propanoic acid N1=CC(=CC=C1)CN1N=C(C=C1)C=1C=C(C=CC1NCCC(=O)O)C1=CC=CC=C1